BrC1=CC=C2C(=NNC2=C1)NC(CCC)=O N-[6-bromo-1H-indazol-3-yl]butanamide